N[C@@H]1CN(C[C@@H]1OC)C1=CC=C(C=N1)CCN1C[C@@H]2N([C@@H](CN(C2)C2=C3C=CC=NC3=C(C=C2)C#N)C)CC1 5-[(4R,9aS)-8-[2-[6-[(3R,4S)-3-amino-4-methoxy-pyrrolidin-1-yl]-3-pyridyl]ethyl]-4-methyl-3,4,6,7,9,9a-hexahydro-1H-pyrazino[1,2-a]pyrazin-2-yl]quinoline-8-carbonitrile